Dimethyldi-octadecylammonium C[N+](CCCCCCCCCCCCCCCCCC)(CCCCCCCCCCCCCCCCCC)C